4-[2-(N-[3,3-difluorocyclohexyl]anilino)-2-oxo-ethyl]-1-(4-fluoroindoline-1-carbonyl)piperidine-4-carboxylic acid FC1(CC(CCC1)N(C1=CC=CC=C1)C(CC1(CCN(CC1)C(=O)N1CCC2=C(C=CC=C12)F)C(=O)O)=O)F